C(CC)[NH2+]CCC dipropylazanium